BrCC(C)(O)C 1-Bromo-2-methyl-2-propanol